1-((1-acryloyl-3-hydroxyazetidin-3-yl)methyl)-7-chloro-6-(2-fluorophenyl)-4-(2-isopropyl-4-methylpyridin-3-yl)-1,4-dihydropyrido[2,3-b]pyrazine-2,3-dione C(C=C)(=O)N1CC(C1)(O)CN1C2=C(N(C(C1=O)=O)C=1C(=NC=CC1C)C(C)C)N=C(C(=C2)Cl)C2=C(C=CC=C2)F